2-[4-(2,4,4-trimethylpentan-2-yl)phenoxy]ethan-1-ol CC(C)(CC(C)(C)C)C1=CC=C(OCCO)C=C1